FC=1C=CC(=NC1)C=1C=C2C(=NC=NC2=C(C1)OC)NC(C)C=1SC(=NN1)C 6-(5-fluoropyridin-2-yl)-8-methoxy-N-(1-(5-methyl-1,3,4-thiadiazol-2-yl)ethyl)quinazolin-4-amine